C(=O)O.ClC=1C(=NC(=NC1)NC=1C=C2CCN(CC2=CC1)CCN(C)C)NC1=C(C=CC=C1)S(=O)(=O)N(C)C 2-((5-chloro-2-((2-(2-(dimethylamino)ethyl)-1,2,3,4-tetrahydroisoquinolin-6-yl)amino)pyrimidin-4-yl)amino)-N,N-dimethylbenzenesulfonamide formate